(S)-N-(3,5-difluoro-4-((1R,3R)-6-iodo-3-methyl-2-(2,2,2-trifluoroethyl)-2,3,4,9-tetrahydro-1H-pyrido[3,4-b]indol-1-yl)phenyl)-1-(3-fluoropropyl)pyrrolidin-3-amine FC=1C=C(C=C(C1[C@H]1N([C@@H](CC2=C1NC1=CC=C(C=C21)I)C)CC(F)(F)F)F)N[C@@H]2CN(CC2)CCCF